ClC=1C=C(CN(C(=O)OCC=2C(=NOC2C2=CC=C(C(=N2)C)O[C@@H]2C[C@H](CCC2)C(=O)O)C)C)C=CC1 (1S,3S)-3-((6-(4-((((3-chlorobenzyl)(methyl)carbamoyl)oxy)methyl)-3-methylisoxazol-5-yl)-2-methyl-pyridin-3-yl)oxy)cyclohexane-1-carboxylic acid